[Pb]=S.[Mo].[Cu] copper-molybdenum-lead sulfide